3-(2-(2,4-dichlorophenyl)-5-isopropyloxazol-4-yl)-1-(4-((1-hydroxy-2-methylpropan-2-yl)oxy)phenyl)propan-1-one ClC1=C(C=CC(=C1)Cl)C=1OC(=C(N1)CCC(=O)C1=CC=C(C=C1)OC(CO)(C)C)C(C)C